ClC=1C(=CC=C2CC(NC12)=O)F 7-chloro-6-fluoroindolin-2-one